5-(4-aminophenyl)-2,2-dimethylpentanoic acid NC1=CC=C(C=C1)CCCC(C(=O)O)(C)C